C1(CC1)COC=1C=C(CCC2=C3C=CC=NC3=CC=C2)C=CC1OC(F)F 5-(3-(cyclopropylmethoxy)-4-(difluoromethoxy)phenethyl)quinoline